C[C@@H]1CN(CCN1C)C1=CC=C(C(=C1)F)C1=CC(=CC=C1)CN1CCOCC1 (R)-4-(3,4-dimethylpiperazin-1-yl)-6-fluoro-3'-(morpholinomethyl)-[1,1'-biphenyl]